COC=1C=C(C=CC1)CCC(=O)O 3-(3-methoxyphenyl)propionic acid